FC1=C(C=CC(=C1)OCCCC1CCN(CC1)C1=NC=C(C=N1)COC)CC(=O)N1CCN(CC1)C[C@@H]([C@H]([C@@H]([C@@H](CO)O)O)O)O 2-(2-fluoro-4-(3-(1-(5-(methoxymethyl)pyrimidin-2-yl)piperidin-4-yl)propoxy)phenyl)-1-(4-((2S,3R,4R,5R)-2,3,4,5,6-pentahydroxyhexyl)piperazin-1-yl)ethan-1-one